ClC=1C=C(C=CC1Cl)NC(N(C)C)=O N'-(3,4-dichlorophenyl)-N,N-dimethyl-urea